4-chloro-1-(1-(4-(6-(3,3-difluoropyrrolidin-1-yl)pyrazin-2-yl)-1H-1,2,3-triazol-1-yl)ethyl)pyridin-2(1H)-one ClC1=CC(N(C=C1)C(C)N1N=NC(=C1)C1=NC(=CN=C1)N1CC(CC1)(F)F)=O